(S)-4-(((S)-3-fluoro-2-methoxypropyl)(4-(5,6,7,8-tetrahydro-1,8-naphthyridin-2-yl)butyl)amino)-2-(2-(5-fluoro-2-methoxypyridin-3-yl)-2-methylpropanamido)butanoic acid FC[C@H](CN(CC[C@@H](C(=O)O)NC(C(C)(C)C=1C(=NC=C(C1)F)OC)=O)CCCCC1=NC=2NCCCC2C=C1)OC